acetyl-L-aspartic acid C(C)(=O)N[C@@H](CC(=O)O)C(=O)O